C(C)OC=1N=NC=CC1[Sn](CCCC)(CCCC)CCCC 3-ethoxy-4-(tributylstannyl)pyridazine